(2R,3S)-3-((5-fluoro-2-(2-methoxy-7-methylquinoxalin-5-yl)benzo[d]thiazol-6-yl)oxy)butan-2-yl (2-(((R)-1-hydroxypropan-2-yl)oxy)pyridin-4-yl)carbamate OC[C@@H](C)OC1=NC=CC(=C1)NC(O[C@H](C)[C@H](C)OC1=CC2=C(N=C(S2)C2=C3N=CC(=NC3=CC(=C2)C)OC)C=C1F)=O